C(C)(C)C1(C(C(=CC=C1)C(C)C)Cl)C=O m-diisopropyl-chlorobenzeneAldehyd